C(C)C1=CC=C(C=C1)C=1C(=NC=NC1C1=CC=CC=C1)C(=O)OC methyl 5-(4-ethylphenyl)-6-phenylpyrimidine-4-carboxylate